1-(2-chlorophenyl)-5-methyl-1H-pyrazol-3-amine ClC1=C(C=CC=C1)N1N=C(C=C1C)N